[3-(Tetrazol-1-yl)pyrrolidin-1-yl]-[3-[6-[4-(trifluoromethoxy)phenoxy]-3-pyridyl]azetidin-1-yl]methanone N1(N=NN=C1)C1CN(CC1)C(=O)N1CC(C1)C=1C=NC(=CC1)OC1=CC=C(C=C1)OC(F)(F)F